6-bromo-N2-[(1R)-1-(2,4-dichlorophenyl)ethyl]pyrazine-2,3-diamine BrC1=CN=C(C(=N1)N[C@H](C)C1=C(C=C(C=C1)Cl)Cl)N